C(CCCCCCCCC=C)OC1=CC=C(C=C1)C(=O)C(=O)C1=CC=CC=C1 4-undec-10-enoxybenzil